Benzyl ((2S,3R)-3-(tert-butoxy)-1-(((S)-4,4-dimethyl-1-oxo-1-(((S)-1-oxo-3-((S)-2-oxopyrrolidin-3-yl)propan-2-yl)amino)pentan-2-yl)amino)-1-oxobutan-2-yl)carbamate C(C)(C)(C)O[C@@H]([C@@H](C(=O)N[C@H](C(N[C@H](C=O)C[C@H]1C(NCC1)=O)=O)CC(C)(C)C)NC(OCC1=CC=CC=C1)=O)C